5-(2-(3-bromophenyl)-2-((tert-butyldimethylsilyl)oxy)ethyl)-4-methyl-4H-1,2,4-triazole-3-thiol BrC=1C=C(C=CC1)C(CC=1N(C(=NN1)S)C)O[Si](C)(C)C(C)(C)C